3-{[2-(Cyclopropylmethyl)-1,3-thiazole-5-carbonyl]amino}-4-ethylbenzoic acid C1(CC1)CC=1SC(=CN1)C(=O)NC=1C=C(C(=O)O)C=CC1CC